FC(F)(F)C=1C(=C(C=CC1)C=1C(=C(C(=C2C=C3C(=CC=C4C=5C=CC=CC5C=C34)C12)C(C#N)C#N)C(C#N)C#N)C1=C(C(=CC=C1)C(F)(F)F)C(F)(F)F)C(F)(F)F [bis[bis(trifluoromethyl)phenyl]indenofluoreneyliden]bis(malononitrile)